C1(CC1)N1C(=NN=C1)C1=CC=CC(=N1)N1C(C2=CC(=C(C=C2C1)N(C)C)C=1C=NC=CC1)=O 2-(6-(4-cyclopropyl-4H-1,2,4-triazol-3-yl)pyridin-2-yl)-5-(dimethylamino)-6-(pyridin-3-yl)isoindolin-1-one